Cl.CC1(OB(OC1(C)C)C=1CCNCC1)C 4-(4,4,5,5-tetramethyl-1,3,2-dioxaborolan-2-yl)-1,2,3,6-tetrahydropyridine, hydrochloride